Cl.ClC=1C=C2C3=C(NC2=CC1)[C@@H](NCC3)C[C@H](CO)O (R)-3-((S)-6-chloro-2,3,4,9-tetrahydro-1H-pyrido[3,4-b]indol-1-yl)propane-1,2-diol hydrochloride salt